COC=1C=C(C=CC1)C=1C=CC=2N(N1)C(=CN2)C2=CC=C(C=C2)CO [4-[6-(3-methoxyphenyl)imidazo[1,2-b]pyridazin-3-yl]phenyl]methanol